tert-Butyl(6-bromo-5-methylimidazo[1,2-a]pyrazin-8-yl)(4-(4-(oxetan-3-yl)piperazin-1-yl)phenyl)carbamate C(C)(C)(C)OC(N(C1=CC=C(C=C1)N1CCN(CC1)C1COC1)C=1C=2N(C(=C(N1)Br)C)C=CN2)=O